C(C=1C(C(=O)O)=CC=CC1)(=O)O.C1(=CC=CC=C1)C(C)(O)O phenylethanediol phthalate